CN1CC(=CC1)C=1C=NC2=CC=C(C=C2C1)C=1N=CNC1C1=NC(=CC=C1)C 3-(1-methyl-2,5-dihydropyrrol-3-yl)-6-[5-(6-methyl-2-pyridyl)-1H-imidazol-4-yl]quinoline